(E)-5-(3-benzylidene-2,5-dioxopyrrolidinyl)pentanoate C(/C1=CC=CC=C1)=C/1\C(N(C(C1)=O)CCCCC(=O)[O-])=O